NC1=C(C=2C(=NC=C(C2S1)F)C=1C2=C(C=3C=NC(=NC3C1F)N1C[C@@H]([C@H](C1)CO)N(C)C)COC2)C#N 2-Amino-4-(3-((3R,4S)-3-(dimethylamino)-4-(hydroxymethyl)pyrrolidin-1-yl)-5-fluoro-7,9-dihydrofuro[3,4-f]quinazolin-6-yl)-7-fluorothieno[3,2-c]pyridine-3-carbonitrile